1-fluoro-1,2-Diallylethylene carbonate C1(OC(C(CC=C)O1)(CC=C)F)=O